NC1=CC=C(C=C1)CC1=C(C=C(C=C1)N)C 4-((4-aminophenyl)methyl)-3-methylbenzenamine